3-((4-(4-((1-(3-(4-(4-amino-3-(4-phenoxyphenyl)-1H-pyrazolo[3,4-d]pyrimidin-1-yl)piperidin-1-yl)propyl)piperidin-4-yl)methyl)piperidin-1-yl)phenyl)amino)piperidine-2,6-dione NC1=C2C(=NC=N1)N(N=C2C2=CC=C(C=C2)OC2=CC=CC=C2)C2CCN(CC2)CCCN2CCC(CC2)CC2CCN(CC2)C2=CC=C(C=C2)NC2C(NC(CC2)=O)=O